N1C(CC2CCCC=C12)=O tetrahydroindolinone